(3S,5R)-5-({4-[2-hydroxy-4-(trifluoromethyl)phenyl]phthalazin-1-yl}amino)-1-methylpiperidin-3-ol OC1=C(C=CC(=C1)C(F)(F)F)C1=NN=C(C2=CC=CC=C12)N[C@@H]1C[C@@H](CN(C1)C)O